(3S,4R,5R)-3-fluoro-1-(4-((5-isopropyl-8-(3-((methylsulfonyl)meth-yl)azetidin-1-yl)isoquinolin-3-yl)amino)pyrimidin-2-yl)-5-methoxypiperidin-4-ol F[C@H]1CN(C[C@H]([C@H]1O)OC)C1=NC=CC(=N1)NC=1N=CC2=C(C=CC(=C2C1)C(C)C)N1CC(C1)CS(=O)(=O)C